C1(CC1)OC1=NN(C=C1NC1=NC=CC(=N1)C1=CC=CC(=N1)C1=NOC(=C1)[C@]1(C(N(CC1)C)=O)O)CC(F)F (R)-3-(3-(6-(2-((3-cyclopropoxy-1-(2,2-difluoroethyl)-1H-pyrazol-4-yl)amino)pyrimidin-4-yl)pyridin-2-yl)isoxazol-5-yl)-3-hydroxy-1-methylpyrrolidin-2-one